N-((3R,4R)-4-(3-((2-((3S,4R)-3-fluoro-4-methoxypiperidin-1-yl)pyrimidin-4-yl)amino)-8-(3-((methylsulfonyl)methyl)azetidin-1-yl)isoquinolin-5-yl)tetrahydrofuran-3-yl)acrylamide F[C@H]1CN(CC[C@H]1OC)C1=NC=CC(=N1)NC=1N=CC2=C(C=CC(=C2C1)[C@@H]1[C@H](COC1)NC(C=C)=O)N1CC(C1)CS(=O)(=O)C